ClC1=CC=C(C=C1)C1=N[C@H](C=2N(C3=C1C(=C(S3)C)C)C(=NN2)C)CC(=O)NCCOCCOCCNC2=NC=C(C=C2)C=2C=C3CC(NC3=CC2)=O (S)-2-(4-(4-chlorophenyl)-2,3,9-trimethyl-6H-thieno[3,2-f][1,2,4]triazolo[4,3-a][1,4]diazepin-6-yl)-N-(2-(2-(2-((5-(2-oxoindolin-5-yl)pyridin-2-yl)amino)ethoxy)ethoxy)ethyl)acetamide